COC=1C=C(C=C(C1)OC)C(C=C)O (3,5-dimethoxyphenyl)prop-2-en-1-ol